CSCCCCC(C(=O)O)N The molecule is a sulfur-containing amino acid consisting of 2-aminohexanoic acid having a methylthio substituent at the 6-position. It is a sulfur-containing amino acid and a non-proteinogenic alpha-amino acid. It is a tautomer of a dihomomethionine zwitterion.